C12(CC(C1)C2)N2C=C(C(=CC2=O)NC2[C@@H]1CN(C[C@H]21)C([2H])([2H])[2H])C(=O)N[C@H](C)C2=C(C(=CC=C2)C(F)F)F 1-(bicyclo[1.1.1]pent-1-yl)-N-((R)-1-(3-(difluoromethyl)-2-fluorophenyl)ethyl)-4-(((1R,5s,6s)-3-(methyl-d3)-3-azabicyclo[3.1.0]hex-6-yl)amino)-6-oxo-1,6-dihydropyridine-3-carboxamide